CC1=NC2=CC=C(C=C2C(=C1)C1=CC2=CC=CC=C2C=C1)C(=O)OCC ethyl 2-methyl-4-(naphthalen-2-yl)quinoline-6-carboxylate